[[4-amino-5-[6-(difluoromethoxy)pyridine-3-carbonyl]thiazol-2-yl]-[6-(difluoromethoxy)-3-pyridyl]amino]propanamide NC=1N=C(SC1C(=O)C=1C=NC(=CC1)OC(F)F)N(C=1C=NC(=CC1)OC(F)F)C(C(=O)N)C